1-(benzo[d][1,3]dioxol-5-yl)-6-bromo-2-cyclopropyl-7-fluoro-1H-benzo[d]imidazole O1COC2=C1C=CC(=C2)N2C(=NC1=C2C(=C(C=C1)Br)F)C1CC1